8-decenal C(CCCCCCC=CC)=O